BrC1=NN(C=N1)COCC[Si](C)(C)C 2-[(3-bromo-1,2,4-triazol-1-yl)methoxy]ethyl-trimethyl-silane